N-[1-[3-amino-4-cyano-1-[5-(4-morpholinylcarbonyl)-2-pyridinyl]-1H-pyrazol-5-yl]ethyl]-N-methyl-3,5-bis(trifluoromethyl)benzamide NC1=NN(C(=C1C#N)C(C)N(C(C1=CC(=CC(=C1)C(F)(F)F)C(F)(F)F)=O)C)C1=NC=C(C=C1)C(=O)N1CCOCC1